(2S,5R)-2-(1-(4-bromophenyl)-3-(5-fluoropyridin-2-yl)-1H-pyrazol-4-yl)-5-methyl-3-(2-(2-oxo-2,3-dihydro-1H-benzo[d]imidazol-5-yl)ethyl)oxazolidin-4-one BrC1=CC=C(C=C1)N1N=C(C(=C1)[C@@H]1O[C@@H](C(N1CCC1=CC2=C(NC(N2)=O)C=C1)=O)C)C1=NC=C(C=C1)F